normal octyl alcohol C(CCCCCCC)O